C1(CC1)C#CC1=CC=CC(=N1)CC1N(CCC1NS(=O)(=O)CC)C(=O)OC(C)(C)C tert-butyl 2-((6-(cyclopropylethynyl)pyridin-2-yl)methyl)-3-(ethylsulfonamido)pyrrolidine-1-carboxylate